FC(C1=CN=C(S1)COC1=CC=CC(=N1)C1=CC(=C(CC2=NC3=C(N2CC2(CC2)CF)C=C(C=C3F)C(=O)O)C=C1F)F)F 2-(4-(6-((5-(difluoromethyl)thiazol-2-yl)methoxy)pyridin-2-yl)-2,5-difluorobenzyl)-4-fluoro-1-((1-(fluoromethyl)cyclopropyl)methyl)-1H-benzo[d]imidazole-6-carboxylic acid